C1(CC1)N(C(=O)[C@H]1CN(CCC1)C=1C=C(OC(C(=O)N2CCN(CC2)C(=O)OC(C)(C)C)(C)C)C=CC1)CC1=C(C=C(C=C1)C=1C=NNC1)OC tert-butyl (R)-4-(2-(3-(3-(cyclopropyl(2-methoxy-4-(1H-pyrazol-4-yl)benzyl)carbamoyl)piperidin-1-yl)phenoxy)-2-methylpropanoyl)piperazine-1-carboxylate